benzyl (1-((4-((1R,5S)-3,8-diazabicyclo[3.2.1]octan-3-yl)-8-fluoro-7-(3-hydroxynaphthalen-1-yl)quinazolin-2-yl)oxy)-2-methylpropan-2-yl)carbamate [C@H]12CN(C[C@H](CC1)N2)C2=NC(=NC1=C(C(=CC=C21)C2=CC(=CC1=CC=CC=C21)O)F)OCC(C)(C)NC(OCC2=CC=CC=C2)=O